tert-Butyl (S)-4-(2-(3,5-difluoro-2-hydroxyphenyl)-6,6a,7,8,9,10-hexahydro-5H-pyrazino[1',2':4,5]-pyrazino[2,3-c]pyridazine-8-carbonyl)-4-fluoropiperidine-1-carboxylate FC=1C(=C(C=C(C1)F)C=1C=C2C(=NN1)NC[C@@H]1N2CCN(C1)C(=O)C1(CCN(CC1)C(=O)OC(C)(C)C)F)O